(E)-2-(9-benzyl-1-oxa-9-azaspiro[5.5]undecan-4-ylidene)ethan-1-ol C(C1=CC=CC=C1)N1CCC2(C\C(\CCO2)=C\CO)CC1